N-(2-chloro-6-methylphenyl)-2-((6-((4-((2,6-dioxopiperidin-3-yl)amino)benzyl)amino)-2-methylpyrimidin-4-yl)amino)thiazole-5-carboxamide ClC1=C(C(=CC=C1)C)NC(=O)C1=CN=C(S1)NC1=NC(=NC(=C1)NCC1=CC=C(C=C1)NC1C(NC(CC1)=O)=O)C